NC=1C2=C(N=C(N1)Cl)N(C=C2I)[C@@H]2C[C@@H]([C@@H]1[C@H]2OC(O1)(C)C)CNC([O-])=O N-{[(3aR,4R,6R,6aS)-6-{4-amino-2-chloro-5-iodopyrrolo[2,3-d]pyrimidin-7-yl}-2,2-dimethyl-tetrahydro-3aH-cyclopenta[d][1,3]dioxol-4-yl]methyl}carbamate